1-{[(3R,5S)-4-(2-(4-(1-(4-methoxypyridin-2-yl)piperidin-4-yl)phenoxy)ethyl)-3,5-dimethylpiperazin-1-yl]}ethanone COC1=CC(=NC=C1)N1CCC(CC1)C1=CC=C(OCCN2[C@@H](CN(C[C@@H]2C)C(C)=O)C)C=C1